CC1=NOC(=C1C(=O)N1C2CC2CC1C(=O)N)C 2-(3,5-dimethylisoxazole-4-carbonyl)-2-azabicyclo[3.1.0]hexane-3-carboxamide